CC1C(OC2C1CCC(C2)C)=O hexahydro-3,6-dimethyl-2(3H)-benzofuranone